FCCCN1CC(CC1)=CC1=CC=C(C=C1)/C/1=C(\CCCC2=C1C=CC(=C2)C(=O)O)/C2=C(C(=CC=C2)C(F)(F)F)C (Z)-9-(4-((1-(3-fluoropropyl)pyrrolidin-3-ylidene)methyl)phenyl)-8-(2-methyl-3-(trifluoromethyl)phenyl)-6,7-dihydro-5H-benzo[7]annulene-3-carboxylic acid